tertiary-butyl-sulfonic acid C(C)(C)(C)S(=O)(=O)O